fluorotetrahydropyran FC1OCCCC1